3-bromo-6-(tetrahydrofuran-3-yl)pyrazolo[1,5-a]pyridine BrC=1C=NN2C1C=CC(=C2)C2COCC2